NCCCCCCC(CN1CCC(CC1)C1=CC=C(C=C1)NC1C(NC(CC1)=O)=O)O 3-((4-(1-(8-amino-2-hydroxyoctyl)piperidin-4-yl)phenyl)amino)piperidine-2,6-dione